C(#N)C=1C(=NN(C1NCC1=CC=C(C=C1)F)C(C1=C(C=CC=C1)F)=O)C1C(N(CCN1)S(=O)(=O)N(C)C)C(F)(F)F 3-[4-cyano-1-(2-fluorobenzoyl)-5-{[(4-fluorophenyl)methyl]amino}-1H-pyrazol-3-yl]-N,N-dimethyl-2-(trifluoromethyl)piperazine-1-sulfonamide